N(=[N+]=[N-])CC1CN(C(CCC2CN(CCN2C=2C=3CCNCC3N=C(O1)N2)C(=O)OCC2=CC=CC=C2)=O)C benzyl 13-(azidomethyl)-11-methyl-10-oxo-14-oxa-2,5,11,16,19,23-hexaazatetracyclo[13.7.1.0^{2,7}.0^{17,22}]tricosa-1(23),15,17(22)-triene-5-carboxylate